C(C1=CC=CC=C1)OC1CCC(CC1)(C#N)O[Si](C)(C)C 4-benzyloxy-1-trimethylsilyloxy-cyclohexanecarbonitrile